N-(1-amino-4-hydroxy-1-oxobutan-2-yl)-2-methyl-5-((4-methylthiazol-5-yl)methoxy)benzofuran NC(C(CCO)N1CSC(=C1C)COC=1C=CC2=C(C=C(O2)C)C1)=O